OC1CN(CCC1)C1=NC=2N(C(=C1)NC=1C=C3C=C(C(N(C3=CC1)C)=O)OCC(=O)NC)N=CN2 2-((6-((5-(3-hydroxypiperidinyl)-[1,2,4]triazolo[1,5-a]pyrimidin-7-yl)amino)-1-methyl-2-oxo-1,2-dihydroquinolin-3-yl)oxy)-N-methylacetamide